(4-methylpiperazin-1-yl)ethan-1-one CN1CCN(CC1)C(C)=O